4-(3-amino-4-chloro-1H-indazol-5-yl)-3-chloro-N-(3,3-difluorocyclobutyl)benzenesulfonamide NC1=NNC2=CC=C(C(=C12)Cl)C1=C(C=C(C=C1)S(=O)(=O)NC1CC(C1)(F)F)Cl